BrC1=CC(=C(C=C1)O)C=NCCC1=CC=CC=C1 4-bromo-2-((phenethylimino)methyl)phenol